3-methyl-N-(6-methylpyridin-2-yl)-5-(4-methylpyridin-3-yl)benzamide CC=1C=C(C(=O)NC2=NC(=CC=C2)C)C=C(C1)C=1C=NC=CC1C